BrC1(C(C(=CC=C1)Br)C)C 1,3-Dibromoxylene